NC1=NC2=CC=C(C=C2C=C1C)C(=O)N(CC1=C2C(=NC=C1)NC=C2)CC2=CC=NN2C 2-amino-3-methyl-N-((1-methyl-1H-pyrazol-5-yl)methyl)-N-(1H-pyrrolo[2,3-b]pyridin-4-ylmethyl)-6-quinolinecarboxamide